4-((tert-butoxycarbonyl)amino)-1-fluorocyclohexane-1-carboxylic acid methyl ester COC(=O)C1(CCC(CC1)NC(=O)OC(C)(C)C)F